N1NCC=2C1=NC=1N(C2)C=CC1 dihydropyrazolo[3,4-d]Pyrrolo[1,2-a]Pyrimidine